SC[C@H](CO)OC (s)-3-mercapto-2-methoxypropan-1-ol